N-(1-(1-methylpiperidin-4-yl)-1H-pyrazol-4-yl)-3-(quinolin-6-yl)-1H-pyrrolo[2,3-b]pyridine-5-carboxamide CN1CCC(CC1)N1N=CC(=C1)NC(=O)C=1C=C2C(=NC1)NC=C2C=2C=C1C=CC=NC1=CC2